methyl 6-chloro-4-((4-fluoro-2-methylphenyl)amino)-nicotinate ClC1=NC=C(C(=O)OC)C(=C1)NC1=C(C=C(C=C1)F)C